[Si](C1=CC=CC=C1)(C1=CC=CC=C1)(C(C)(C)C)O[C@@H]1C[C@H](NC1)C(=O)N[C@@H](C)C1=CC=C(C=C1)C1=C(N=CS1)C (2S,4R)-4-[tert-butyl(diphenyl)silyl]oxy-N-[(1S)-1-[4-(4-methyl-thiazol-5-yl)phenyl]ethyl]pyrrolidine-2-carboxamide